C(#N)C=1C(=C(C=CC1)NC1=C(C#N)C=CC(=N1)C1CC1)C 2-((3-cyano-2-methylphenyl)amino)-6-cyclopropylnicotinonitrile